(2S)-2-amino-4-[{(1R)-1-[1-benzyl-4-(2,5-difluorophenyl)-1H-pyrrol-2-yl]-2,2-dimethylpropyl}(glycoloyl)amino]-N-(3-{[N-(bromoacetyl)glycyl]amino}propyl)butanamide N[C@H](C(=O)NCCCNC(CNC(CBr)=O)=O)CCN(C(CO)=O)[C@H](C(C)(C)C)C=1N(C=C(C1)C1=C(C=CC(=C1)F)F)CC1=CC=CC=C1